(S)-4-amino-N-(1-hydroxy-3-(1H-imidazol-4-yl)propan-2-yl)-2,2-dimethylbutanamid NCCC(C(=O)N[C@H](CO)CC=1N=CNC1)(C)C